Tert-butyl (S)-3-(2-((S)-1-(3,4-difluorophenyl)-5-oxopyrrolidin-2-yl)-5-(3,5-dimethylisoxazol-4-yl)-1H-benzo[d]imidazol-1-yl)pyrrolidine-1-carboxylate FC=1C=C(C=CC1F)N1[C@@H](CCC1=O)C1=NC2=C(N1[C@@H]1CN(CC1)C(=O)OC(C)(C)C)C=CC(=C2)C=2C(=NOC2C)C